N-(5-(4-(1-methyl-1H-pyrazol-5-yl)phenyl)-8-(methylamino)-2,7-naphthyridin-3-yl)cyclopropanecarboxamide CN1N=CC=C1C1=CC=C(C=C1)C1=C2C=C(N=CC2=C(N=C1)NC)NC(=O)C1CC1